5-bromo-2-phenyl-1,3-benzooxazole BrC=1C=CC2=C(N=C(O2)C2=CC=CC=C2)C1